CN(CCOC1=C2CNCC2=CC=C1)C 4-(2-(dimethylamino)ethoxy)isoindolin